NC1=CC(C(NC1=NC=1C(=NN2C1C=CC(=C2C)C)NCCCN2CCCCC2)=NC=2C(=NN1C2C=CC(=C1C)C)NCCCN1CCCCC1)=N N3,N3'-(5-amino-3-iminopyridine-2,6(1H,3H)-diylidene)bis{6,7-dimethyl-N2-[3-(piperidin-1-yl)propyl]pyrazolo[1,5-a]pyridine-2,3-diamine}